FC=1C(=NC=C(C1)C(C(C(F)(F)F)(F)F)(F)F)C=1C(=C(C(=O)N)C=C(C1)[N+](=O)[O-])SC1=NN=NN1CCOC1COCC1 [3-fluoro-5-(1,1,2,2,3,3,3-heptafluoropropyl)-2-pyridyl]-5-nitro-2-[1-(2-tetrahydrofuran-3-yloxyethyl)tetrazol-5-yl]sulfanyl-benzamide